ClC1=CC(=CC(=N1)N1C(C2=CC(=CC=C2C1)C1(CCC1)CC1=NN=CN1C)=O)CNCC1CC1 2-(6-Chloro-4-(((cyclopropylmethyl)amino)methyl)pyridin-2-yl)-6-(1-((4-methyl-4H-1,2,4-triazol-3-yl)methyl)cyclobutyl)isoindolin-1-one